C1(CC1)C1=C(C#N)C=C(C=C1)CNCCCCOCCNC1=C2C=NNC2=CC(=C1)C=1C=NOC1 2-cyclopropyl-5-(((4-(2-((6-(isoxazol-4-yl)-1H-indazol-4-yl)amino)ethoxy)butyl)amino)methyl)benzonitrile